2-ethylhexyl 3-(((S)-6a',7'-dihydro-6'H,9'H-spiro[cyclopropane-1,8'-pyrido[3,2-b]pyrrolo[1,2-d][1,4]oxazin]-4'-yl)thio)propanoate N1=CC=C(C=2OC[C@H]3N(C21)CC2(C3)CC2)SCCC(=O)OCC(CCCC)CC